NC(C=C(C(=O)[O-])CC(=O)N)=O 4-amino-2-(2-amino-2-oxoethyl)-4-oxobut-2-enoate